chromium zirconium beryllium [Be].[Zr].[Cr]